CN1C=[N+](CC1)C 1,3-dimethyl-4,5-dihydro-1H-imidazol-3-ium